triethylene glycol distearate C(CCCCCCCCCCCCCCCCC)(=O)OCCOCCOCCOC(CCCCCCCCCCCCCCCCC)=O